C1(CC1)[C@@]1(NC(NC1=O)=O)CNC(=O)C1=NN(N=C1)C1=C(C=CC=C1)C N-{[(4R)-4-cyclopropyl-2,5-dioxoimidazolidin-4-yl]methyl}-2-(2-methylphenyl)-2H-1,2,3-triazole-4-carboxamide